(2-(((1-(Morpholinosulfonyl)-5-(trifluoromethyl)piperidin-3-yl)methyl)sulfonyl)pyridin-4-yl)methanamine formate C(=O)O.O1CCN(CC1)S(=O)(=O)N1CC(CC(C1)C(F)(F)F)CS(=O)(=O)C1=NC=CC(=C1)CN